1-(4-fluoro-3-methylphenyl)-5-oxopyrrolidine-3-carboxylic acid FC1=C(C=C(C=C1)N1CC(CC1=O)C(=O)O)C